(2R,6S)-N-(2-{[4-(difluoromethoxy)phenyl]meth-yl}-2-azaspiro[3.3]heptan-6-yl)-2,6-dimethyl-4-[5-(trifluoromethyl)pyrimidin-2-yl]piperazine-1-carboxamide FC(OC1=CC=C(C=C1)CN1CC2(C1)CC(C2)NC(=O)N2[C@@H](CN(C[C@@H]2C)C2=NC=C(C=N2)C(F)(F)F)C)F